FC1=C(C(=CC(=C1)F)F)S(=O)(=O)NC1=NC=NC=C1 2,4,6-trifluoro-N-(pyrimidin-4-yl)benzenesulfonamide